methylhexahydrophthalic anhydride CC12CCCCC1C(=O)OC2=O